C(C)(C)(C)C1=C(C=C(C(=C1)C(C)(C)C)C)OP(OC1=C(C=C(C(=C1)C)C(C)(C)C)C(C)(C)C)C=1C(=CC=CC1)C1=CC=CC=C1 bis(2,4-di-t-butyl-5-methylphenyl)-biphenylphosphonite